2-(1-ethyl-2-oxabicyclo[2.1.1]hex-4-yl)-7-isopropoxy-imidazo[1,2-a]pyridine-6-carboxylic acid C(C)C12OCC(C1)(C2)C=2N=C1N(C=C(C(=C1)OC(C)C)C(=O)O)C2